CC1=CC=C2C(=NNC(C2=C1)=O)C1=CC=CC=C1 7-methyl-4-phenylphthalazin-1(2H)-one